3-(2-cyclopentyl-2-hydroxy-2-phenylacetyloxy)-1,1-dimethylpyrrolidinium salicylate C(C=1C(O)=CC=CC1)(=O)[O-].C1(CCCC1)C(C(=O)OC1C[N+](CC1)(C)C)(C1=CC=CC=C1)O